C(CCCCCCCCCCCCC)[C@]1(O)[C@H](O)[C@@H](O)[C@H](O)[C@H](O1)C(=O)O 1-tetradecyl-beta-D-glucuronic acid